methyl 4-hydroxy-5-{[tri(prop-2-yl)silyl]ethynyl}naphthalene-2-carboxylate OC1=CC(=CC2=CC=CC(=C12)C#C[Si](C(C)C)(C(C)C)C(C)C)C(=O)OC